BrC=1C=NC2=CC=C(C=C2C1)C=1C(=NN(C1)C1OCCCC1)C1=NC(=CC=C1)C 3-bromo-6-(3-(6-methylpyridin-2-yl)-1-(tetrahydro-2H-pyran-2-yl)-1H-pyrazol-4-yl)quinoline